[Si](C)(C)(C(C)(C)C)OC=1C=C2C(=NN(C2=CC1)C1OCCCC1)B1OC(C(O1)(C)C)(C)C 5-[(tert-butyldimethylsilyl)oxy]-1-(oxan-2-yl)-3-(4,4,5,5-tetramethyl-1,3,2-dioxaborolan-2-yl)-1H-indazole